FC(OC1=CC=C(N)C=C1)(F)F 4-trifluoromethoxyaniline